ClC=1C=CC(=C(C1)C1=CC=C2C(=CN=NC2=C1)NCC1=C(C=C(C=C1)OC)OC)C1=NC=CC=N1 7-(5-chloro-2-pyrimidin-2-ylphenyl)-N-[(2,4-dimethoxyphenyl)methyl]cinnolin-4-amine